OCC(CO)(CO)NCCC 3-{[tris(hydroxymethyl)methyl]amino}propane